ClC1=C(C=C(OCC(=O)NC23CC(C2)(C3)NC)C=C1)F 2-(4-chloro-3-fluorophenoxy)-N-(3-(methylamino)bicyclo[1.1.1]pentan-1-yl)acetamide